4-((1-methyl-1H-pyrazol-4-yl)sulfonyl)-2,3-dihydrobenzofuran-7-amine CN1N=CC(=C1)S(=O)(=O)C1=CC=C(C2=C1CCO2)N